CN1N=C(C(=C1)C1=C2CCN(C(C2=CC(=C1)CCN(C)CC)=O)[C@@H](C)C1=NC=C(C(=C1)OC)F)C (S)-5-(1,3-dimethyl-1H-pyrazol-4-yl)-7-(2-(ethyl(methyl)amino)ethyl)-2-(1-(5-fluoro-4-methoxypyridin-2-yl)ethyl)-3,4-dihydroisoquinolin-1(2H)-one